S1C=C(C=C1)C1=C(C#N)C=CC=N1 2-(thiophen-3-yl)nicotinonitrile